(8R)-13-(2,6-Dimethylphenyl)-10-oxa-17λ6-thia-3,6,14,16,23-pentaazatetracyclo[16.3.1.111,15.03,8]tricosa-1(21),11,13,15(23),18(22),19-hexaene-2,17,17-trione CC1=C(C(=CC=C1)C)C=1C=C2OC[C@H]3CNCCN3C(C3=CC=CC(S(NC(N1)=N2)(=O)=O)=C3)=O